t-Butyl acrylate (Tertiary Butyl acrylate) C(C)(C)(C)C(C(=O)O)=C.C(C=C)(=O)OC(C)(C)C